ClC1=C(C2=C(NC(C(=C2O)C=2C=C(C#N)C=CC2)=O)S1)C=1C=C2CCCC2=CC1 3-(2-chloro-4-hydroxy-3-indan-5-yl-6-oxo-7H-thieno[2,3-b]pyridin-5-yl)benzonitrile